NC1=C(C=C(OC2=C(C=C(C=C2Cl)OB(O)O)Cl)C=C1)Cl (4-(4-amino-3-chlorophenoxy)-3,5-dichlorophenyl)boric acid